COCP([O-])([O-])=O methoxymethylphosphonate